CC=1C(=NN2C1N=C(C=C2C2=CC=CC=C2)C2=CC=CC=C2)C(=O)NC2CN(CC2)C 3-Methyl-N-(1-methylpyrrolidin-3-yl)-5,7-diphenylpyrazolo[1,5-a]pyrimidine-2-carboxamide